[Lu+3].O=C1C(O)=C([O-])[C@H](O1)[C@@H](O)CO.C1(C=CCC1)=O.O=C1C(O)=C([O-])[C@H](O1)[C@@H](O)CO.O=C1C(O)=C([O-])[C@H](O1)[C@@H](O)CO cyclopentanenon ascorbate compound with lutetium